FC1=C(C=C(C=C1)C=1[C@@H](NC(NN1)=O)C)C(F)(F)F (5S)-6-[4-fluoro-3-(trifluoromethyl)phenyl]-5-methyl-4,5-dihydro-1,2,4-triazin-3(2H)-one